5-(1H-imidazol-1-yl)-2-(3-{3-[(prop-2-yl)amino]pyrrolidin-1-yl}-1,2,4-triazin-6-yl)phenol hydrochloride Cl.N1(C=NC=C1)C=1C=CC(=C(C1)O)C1=CN=C(N=N1)N1CC(CC1)NC(C)C